FC1=C(COC2=CC=CC(=N2)C2CCN(CC2)CC2=NC3=C(N2CC2OCC2)C=C(C=C3)C(=O)OC)C=CC(=C1)C(C(C)C)=O methyl 2-((4-(6-((2-fluoro-4-isobutyrylbenzyl) oxy) pyridin-2-yl) piperidin-1-yl) methyl)-1-(oxetan-2-ylmethyl)-1H-benzo[d]imidazole-6-carboxylate